imidazo[4,5-b]pyridine-2-one N=1C(N=C2N=CC=CC21)=O